N1(N=CN=C1)CC1CN(CCC1)C1=CC(=NC=N1)C1=CN=C2N1N=C(C=C2)C(F)F 3-(6-(3-((1H-1,2,4-Triazol-1-yl)methyl)piperidin-1-yl)pyrimidin-4-yl)-6-(difluoromethyl)imidazo[1,2-b]pyridazine